BrC1=C(C(=CC(=C1)C(C(F)(F)F)(C(F)(F)F)F)C)NC(C1=C(C(=CC=C1)[N+](=O)[O-])F)=O N-(2-bromo-6-methyl-4-(perfluoropropan-2-yl)phenyl)-2-fluoro-3-nitrobenzamide